C(N)(=O)[C@H]1N2C(N([C@H](C=C1C)C2)O[C@@H](C(=O)OCCCC)F)=O butyl (2R)-2-[[(2S,5R)-2-carbamoyl-3-methyl-7-oxo-1,6-diazabicyclo[3.2.1]oct-3-en-6-yl]oxy]-2-fluoro-acetate